Cl.ClC=1C=CC(=C(C1)C1=NN(C=C1NC(=O)C=1C=NN2C1N=CC=C2)[C@@H]2[C@H](CNCC2)O)OC(F)F N-[3-[5-chloro-2-(difluoromethoxy)phenyl]-1-[(3S,4S)-3-hydroxypiperidin-4-yl]-1H-pyrazol-4-yl]Pyrazolo[1,5-a]Pyrimidine-3-carboxamide hydrochloride